C(CC)(=O)OCN1C(CCC2=CC=C(C=C12)CCN1CCN(CC1)C1=CC(=CC2=C1C=CS2)F)=O (7-(2-(4-(6-fluorobenzothiophen-4-yl)piperazin-1-yl)ethyl)-2-oxo-3,4-dihydroquinoline-1(2H)-yl)methyl propionate